(2S)-1-fluoro-3-hydroxypropan-2-yl (2S)-2-[[(tert-butoxy)carbonyl](methyl)amino]-4-methylpentanoate C(C)(C)(C)OC(=O)N([C@H](C(=O)O[C@H](CF)CO)CC(C)C)C